(3R)-1-[7-[8-ethyl-7-fluoro-3-(methoxymethoxy)-1-naphthyl]-8-fluoro-2-[(3-methyl-3-azabicyclo[3.1.0]hex-1-yl)methoxy]pyrido[4,3-d]pyrimidin-4-yl]-3-methyl-piperidin-3-ol C(C)C=1C(=CC=C2C=C(C=C(C12)C1=C(C=2N=C(N=C(C2C=N1)N1C[C@@](CCC1)(O)C)OCC12CN(CC2C1)C)F)OCOC)F